ClC=1C=C2C(=NC(=NC2=C(C1C1=C(C=CC=C1O)F)F)N1CC2(COC2)C1)N1CCN(CC1)C(C=C)=O 1-(4-(6-chloro-8-fluoro-7-(2-fluoro-6-hydroxyphenyl)-2-(2-oxa-6-azaspiro[3.3]heptan-6-yl)quinazolin-4-yl)piperazin-1-yl)prop-2-en-1-one